[Si](C)(C)(C)C(=O)[C@@H](O)[C@H](O)[C@H](O)[C@@H](O)C TMS-L-Fucose